5-chloro-1'-[2-({6-[(3-methyloxetan-3-yl)sulfonyl]pyridin-3-yl}oxy)ethyl]-1,2-dihydrospiro[indole-3,4'-piperidin]-2-one ClC=1C=C2C(=CC1)NC(C21CCN(CC1)CCOC=1C=NC(=CC1)S(=O)(=O)C1(COC1)C)=O